CC1=CC2=C(C=N1)CNC2=O 6-methyl-2,3-dihydro-1H-pyrrolo[3,4-c]pyridin-1-one